2-(4-trifluoromethylphenyl)-N-(6-oxo-1-phenyl-1,6-dihydropyridin-3-yl)acetamide FC(C1=CC=C(C=C1)CC(=O)NC1=CN(C(C=C1)=O)C1=CC=CC=C1)(F)F